OC1=CNC=C1 3-hydroxypyrrol